2-Ethyl-1-(4-methoxy-6-(3,3,3-trifluoropropyl)pyridin-3-yl)-1H-imidazole-4-carboxylic Acid C(C)C=1N(C=C(N1)C(=O)O)C=1C=NC(=CC1OC)CCC(F)(F)F